C(C)(=O)NC1=CC=C(C=C1)CC(=O)NCCCC(=O)OC1=CC=CC=2C[C@H](CCC12)N(CCC=1SC=CC1)CCC (S)-6-(propyl(2-(thiophen-2-yl)ethyl)amino)-5,6,7,8-tetrahydronaphthalen-1-yl 4-(2-(4-acetamidophenyl)acetamido)butyrate